4-(((2s,3r,4r,5s,6r)-3,4,5-trihydroxy-6-(hydroxymethyl)tetrahydro-2H-pyran-2-yl)oxy)benzaldehyde O[C@H]1[C@@H](O[C@@H]([C@H]([C@H]1O)O)CO)OC1=CC=C(C=O)C=C1